The molecule is the dianion obtained by deprotonation of the phenol and carboxy functions of (4-hydroxy-3-nitrophenyl)acetic acid. It is a monocarboxylic acid anion and a phenolate anion. It is a conjugate base of a (4-hydroxy-3-nitrophenyl)acetate. C1=CC(=C(C=C1CC(=O)[O-])[N+](=O)[O-])[O-]